5-fluoro-2-methyl-3-thiocyanato-1H-indole FC=1C=C2C(=C(NC2=CC1)C)SC#N